C(C)(C)(C)OC(=O)NCCCC[C@@H](C(=O)O)NC(CCOCCOCCOCCOCCNC(=O)OCC1C2=CC=CC=C2C=2C=CC=CC12)=O (2S)-6-{[(tert-butoxy)carbonyl]amino}-2-[1-({[(9H-fluoren-9-yl)methoxy]carbonyl}amino)-3,6,9,12-tetraoxapentadecan-15-amido]hexanoic acid